4-(cyclopent-1-en-1-yl)-6-(methoxymethoxy)-1-[(4-methoxyphenyl)methyl]-1H-indazole-7-carbonitrile C1(=CCCC1)C1=C2C=NN(C2=C(C(=C1)OCOC)C#N)CC1=CC=C(C=C1)OC